ClC1=C2CCCC3(CC=4N=C(N=C(C4CO3)N3CCOCCC3)SC)C2=C(C(=C1)NC(OC(C)(C)C)=O)F tert-Butyl (5-chloro-8-fluoro-2'-(methylthio)-4'-(1,4-oxazepan-4-yl)-3,4,5',8'-tetrahydro-2H-spiro[naphthalene-1,7'-pyrano[4,3-d]pyrimidin]-7-yl)carbamate